NC=1C=2N(C=CN1)C(=NC2C2=CC=C(C=C2)C(C2=CC(=CC=C2)C(F)(F)F)O)[C@H]2CN1C(CC[C@@H]1CC2)=O (6R,8aS)-6-[8-amino-1-(4-{hydroxy[3-(trifluoromethyl)phenyl]methyl}phenyl)imidazo[1,5-a]pyrazin-3-yl]hexahydroindolizin-3(2H)-one